(R)-N-(5-((1R,5S)-1-(2,5-difluorophenyl)-2-azabicyclo[3.1.0]hexan-2-yl)pyrazolo[1,5-a]pyrimidin-3-yl)-3-fluoropyrrolidine-1-carboxamide FC1=C(C=C(C=C1)F)[C@@]12N(CC[C@H]2C1)C1=NC=2N(C=C1)N=CC2NC(=O)N2C[C@@H](CC2)F